CC1=CC(=CS1)B(O)O.[Ar] argon (5-methylthiophen-3-yl)boronic acid